NC=1C=C(C2=C(C=C(C=C2C1)S(=O)(=O)O)O)O 3-amino-1,8-dihydroxy-naphthalen-6-sulfonic acid